COCCOCCOC bis-(2-methoxyethyl) ether